2,2,8-trimethyl-2,3-dihydro-4H-benzo[e][1,3]oxazine-4-one CC1(OC2=C(C(N1)=O)C=CC=C2C)C